4-((1S,4S,5R)-5-((5-cyclopropyl-3-(2,6-dichlorophenyl)isoxazol-4-yl)methoxy)-2-azabicyclo[2.2.1]heptan-2-yl)-3-fluoro-N-(octylsulfonyl)benzamide C1(CC1)C1=C(C(=NO1)C1=C(C=CC=C1Cl)Cl)CO[C@H]1[C@@H]2CN([C@H](C1)C2)C2=C(C=C(C(=O)NS(=O)(=O)CCCCCCCC)C=C2)F